4,5-bis(4-nitrophenyl)-2-(4-(trifluoromethyl)phenyl)-1H-imidazole [N+](=O)([O-])C1=CC=C(C=C1)C=1N=C(NC1C1=CC=C(C=C1)[N+](=O)[O-])C1=CC=C(C=C1)C(F)(F)F